C1C=CC2C(CC3=CNC4C=CC=CC3=4)=CNC=2C=1 DIINDOLYLMETHANE